7-Bromo-5-fluoro-3-methylquinoxalin-2(1H)-one BrC1=CC(=C2N=C(C(NC2=C1)=O)C)F